3-(1-methyl-6-(piperidin-4-ylamino)-1H-indol-3-yl)piperidine-2,6-dione CN1C=C(C2=CC=C(C=C12)NC1CCNCC1)C1C(NC(CC1)=O)=O